FC1=NN2C(N=CC3=C2[C@](C[C@H]3C(=O)NC=3C=NC(=C(C3)C)N3N=CC=N3)(C=3C=NN(C3)C)C)=C1 (6R,8R)-2-fluoro-8-methyl-8-(1-methyl-1H-pyrazol-4-yl)-N-(5-methyl-6-(2H-1,2,3-triazol-2-yl)pyridin-3-yl)-7,8-dihydro-6H-cyclopenta[e]pyrazolo[1,5-a]pyrimidine-6-carboxamide